3-(3,4-dihydroxyphenyl)-3,4-dihydroisochromen-1-one OC=1C=C(C=CC1O)C1OC(C2=CC=CC=C2C1)=O